6-[(2S)-3-amino-2-(dimethylamino)propyl]-3-{[2-(trimethylsilyl)ethoxy]methyl}-2,3-dihydro-1,3-benzoxazol-2-one NC[C@H](CC1=CC2=C(N(C(O2)=O)COCC[Si](C)(C)C)C=C1)N(C)C